tert-butyl (R)-2-carbamoylmorpholine-4-carboxylate C(N)(=O)[C@H]1CN(CCO1)C(=O)OC(C)(C)C